tert-butyl (R)-4-(1-(3-bromo-2-carbamoylphenyl)-3,3-dimethyl-2-oxoindolin-6-yl)-3-methylpiperazine-1-carboxylate BrC=1C(=C(C=CC1)N1C(C(C2=CC=C(C=C12)N1[C@@H](CN(CC1)C(=O)OC(C)(C)C)C)(C)C)=O)C(N)=O